5-(1-iodo-6,7-dimethoxynaphthalene-2-yl)-6-methoxybenzo[d][1,3]dioxolane IC1=C(C=CC2=CC(=C(C=C12)OC)OC)C1=CC2=C(OCO2)C=C1OC